2,3-difluorocyclohexyl-benzonitrile FC1C(CCCC1F)C1=C(C#N)C=CC=C1